BrC(C(C)=O)CN1CCOCC1 3-bromo-4-morpholinobutan-2-one